hydroxydi-tert-butylamine ON(C(C)(C)C)C(C)(C)C